ClC=1C(=C(C=CC1)C1=CC=CC=C1)OC(F)(F)F chloro-2-trifluoromethoxy-1,1'-biphenyl